(S)-2-((1-(3-benzhydryl-1-methyl-1,2,4-triazol-5-yl)ethyl)carbamoyl)-4-methoxypyridin-3-yl butyrate C(CCC)(=O)OC=1C(=NC=CC1OC)C(N[C@@H](C)C1=NC(=NN1C)C(C1=CC=CC=C1)C1=CC=CC=C1)=O